4-[({4-cyano-3-[1-methanesulfonyl-2-oxo-4-(trifluoromethyl)piperidin-3-yl]-1-(1,3-thiazole-4-carbonyl)-1H-pyrazol-5-yl}sulfanyl)methyl]benzene-1-carboximidamide C(#N)C=1C(=NN(C1SCC1=CC=C(C=C1)C(N)=N)C(=O)C=1N=CSC1)C1C(N(CCC1C(F)(F)F)S(=O)(=O)C)=O